Triethoxy(2-(3-cyclohexenyl)ethyl)silane C(C)O[Si](CCC1CC=CCC1)(OCC)OCC